CN(CCNCC(=O)O)C N-(2-dimethylaminoethyl)glycine